N1CC2(CC1)C(NC1=CC=CC=C12)=O spiro(indol-3,3'-pyrrolidin)-2-one